CN(C12CCC(CC1)(CC2)C2(OC=1C(=C(C=3CCN(C(C3C1C)=O)CC=1C(NC(=CC1CCC)C)=O)C)O2)C)C 2-(4-(dimethylamino)bicyclo[2.2.2]octan-1-yl)-2,4,9-trimethyl-6-((6-methyl-2-oxo-4-propyl-1,2-dihydropyridin-3-yl)methyl)-7,8-dihydro[1,3]dioxolo[4,5-g]isoquinolin-5(6H)-one